1-((2-hydroxyethyl)amino)-propan-2-ol OCCNCC(C)O